C(C)(=O)O[C@H]1[C@H](SC2=CC=C(C=C2)C)O[C@@H]([C@@H]([C@@H]1OC(C)=O)OC(C)=O)COC(C)=O p-tolyl 2,3,4,6-tetra-O-acetyl-1-thio-β-D-galactopyranoside